[Zr+4].[O-]CCC.[O-]CCC.[O-]CCC.[O-]CCC n-propoxide zirconium